Chloroanilin ClNC1=CC=CC=C1